1-((4-bromo-3-chlorophenyl)sulfonyl)-3-phenoxyazetidine BrC1=C(C=C(C=C1)S(=O)(=O)N1CC(C1)OC1=CC=CC=C1)Cl